C(C)(C)N1CCC=2C1=NC=C(C2)CN (1-isopropyl-2,3-dihydro-1H-pyrrolo[2,3-b]pyridin-5-yl)methylamine